6-[5-({[2-fluoro-3-(trifluoromethoxy)phenyl]methyl}carbamoyl)-6-methoxypyridin-3-yl]-N-methyl-1H-indazole-3-carboxamide FC1=C(C=CC=C1OC(F)(F)F)CNC(=O)C=1C=C(C=NC1OC)C1=CC=C2C(=NNC2=C1)C(=O)NC